COC(=O)C=1C=C(C=2N(C1)N=C(C2C)C2=CC=1C(=NC(=CC1)Cl)N2CC2CC2)F Methyl-2-(6-chloro-1-(cyclopropylmethyl)-1H-pyrrolo[2,3-b]pyridin-2-yl)-4-fluoro-3-methylpyrazolo[1,5-a]pyridine-6-carboxylate